C1(CCCCC1)NS([O-])(=O)=O.C1(CCCCC1)NS(O)(=O)=O.[Na+] sodium N-cyclohexylsulfamate (cyclohexylsulfamate)